C=C[C@]1(C)CC[C@@H](C(C)(C)O)O1 (E)-linalool oxide